4-pyridin-4-yl-1H-pyrazol N1=CC=C(C=C1)C=1C=NNC1